1-(5-Amino-2-chlorophenyl)-4-(difluoromethyl)-3-methyl-1H-1,2,4-triazol-5(4H)-one NC=1C=CC(=C(C1)N1N=C(N(C1=O)C(F)F)C)Cl